2-carboxy-ethen C(=O)(O)C=C